1-methyl-1h-pyrrole-2-carboxaldehyde CN1C(=CC=C1)C=O